O=C1N(CC(N1)=O)C/C=C/CS(=O)(=O)NC[C@@](CC)(O)C1=CC(=C(C=C1)F)OCC(C)C (S,E)-4-(2,4-dioxoimidazolidin-1-yl)-N-(2-(4-fluoro-3-isobutoxyphenyl)-2-hydroxybutyl)but-2-ene-1-sulfonamide